C1(CC1)N[C@H]1CN(CC1)C=1C2=CN(N=C2C(=CC1)C(=O)NC=1C=C(C=2N(C1)C=C(N2)C)F)CC (R)-4-(3-(cyclopropylamino)pyrrolidin-1-yl)-2-ethyl-N-(8-fluoro-2-methylimidazo[1,2-a]pyridin-6-yl)-2H-indazole-7-carboxamide